FC1=C(C(=O)N[C@@H](C(=O)N2CCC3(C(C(N(C3=O)C)=O)C3=CC=CC=C3)CC2)C(C)C)C=C(C=C1)C(F)(F)F 2-fluoro-N-((2R)-3-methyl-1-(2-methyl-1,3-dioxo-4-phenyl-2,8-diazaspiro[4.5]decan-8-yl)-1-oxobutan-2-yl)-5-(trifluoromethyl)benzamide